4'-(4-(4,4,5,5-tetramethyl-1,3,2-dioxaborolan-2-yl)phenyl)-2,2':6',2''-terpyridine CC1(OB(OC1(C)C)C1=CC=C(C=C1)C1=CC(=NC(=C1)C1=NC=CC=C1)C1=NC=CC=C1)C